C(CCCCC)NCCCCCCCCCCCCN N-hexyldodecane-1,12-diamine